ClC=1C=C(C=CC1Cl)C1(CCCC1)CN [1-(3,4-dichlorophenyl)cyclopentyl]methanamine